[N+](=O)([O-])C=1C=CC=C2C=CC=C(C12)S(=O)(=O)N 8-Nitronaphthalene-1-sulfonamide